carboxymethoxybenzophenone C(=O)(O)COC1=C(C(=O)C2=CC=CC=C2)C=CC=C1